7-Ethyl-4-(4-fluoro-3-(8-methoxy-3-(1-(2,2,2-trifluoroethyl)azetidin-3-yl)-[1,2,4]triazolo[4,3-a]pyridin-7-yl)phenyl)-7H-imidazo[4,5-c]pyridazine C(C)N1C=NC2=C1N=NC=C2C2=CC(=C(C=C2)F)C2=C(C=1N(C=C2)C(=NN1)C1CN(C1)CC(F)(F)F)OC